tert-butyl 4-((3-(4-(5-(difluoromethyl)-1,3,4-oxadiazole-2-yl)-2-fluorobenzyl)-2-oxo-2,3-dihydro-1H-benzo[d]imidazole-1-yl)methyl)piperidine-1-carboxylate FC(C1=NN=C(O1)C1=CC(=C(CN2C(N(C3=C2C=CC=C3)CC3CCN(CC3)C(=O)OC(C)(C)C)=O)C=C1)F)F